ClC=1C(=NC(=NC1)NC1=C(C=C(C(=C1)C)N1CCC(CC1)N1CCNCC1)OC(C)C)NC1=C(C=CC=C1)S(=O)(=O)C(C)C 5-chloro-N2-(2-isopropoxy-5-methyl-4-(4-(piperazine-1-yl)piperidin-1-yl)phenyl)-N4-(2-(isopropylsulfonyl)phenyl)pyrimidine-2,4-diamine